2-((5-(aminomethyl)thiazol-2-yl)thio)-N,N-dimethylethan-1-amine hydrochloride Cl.NCC1=CN=C(S1)SCCN(C)C